rac-2-[[4-amino-5-(4-chlorobenzoyl)thiazol-2-yl]-[6-(difluoromethoxy)-3-pyridyl]amino]propanamide NC=1N=C(SC1C(C1=CC=C(C=C1)Cl)=O)N([C@@H](C(=O)N)C)C=1C=NC(=CC1)OC(F)F |r|